p-toluenesulfonic acid propyl ester C(CC)OS(=O)(=O)C1=CC=C(C)C=C1